BrC1=C(C(=C(C=C1)C=1C(=NN(C1)CCO)C(F)(F)F)F)F 2-(4-(4-bromo-2,3-difluorophenyl)-3-(trifluoromethyl)-1H-pyrazol-1-yl)ethan-1-ol